3-methylaminopropionitrile CNCCC#N